((2-((2-chloro-2'-methyl-3'-(3-morpholinopropoxy)-[1,1'-biphenyl]-3-yl)methoxy)-4-((3-cyanobenzyl)oxy)-6-methoxypyrimidin-5-yl)methyl)-L-proline ClC1=C(C=CC=C1COC1=NC(=C(C(=N1)OCC1=CC(=CC=C1)C#N)CN1[C@@H](CCC1)C(=O)O)OC)C1=C(C(=CC=C1)OCCCN1CCOCC1)C